ClC1=CC(=C(C=C1)C1=CC(=CN2C1=NC(=C(C2=O)C)C)N2C[C@@H](OCC2)C=2C=NN(C2)C2COC2)F 9-(4-chloro-2-fluoro-phenyl)-2,3-dimethyl-7-[(2S)-2-[1-(oxetan-3-yl)pyrazol-4-yl]morpholin-4-yl]pyrido[1,2-a]pyrimidin-4-one